1H-1,2,3-Triazole N1N=NC=C1